ClC1=C(C=CC=C1F)C1N(CC(N(C1)C)=O)C=1N=CC(=NC1)C(=O)N[C@H](C)\C=C\S(=O)(=O)C 5-(2-(2-chloro-3-fluorophenyl)-4-methyl-5-oxopiperazin-1-yl)-N-((R,E)-4-(methylsulfonyl)but-3-en-2-yl)pyrazine-2-carboxamide